ClC=1C=C2C=NC(=NC2=CC1NC)NC=1C=NN(C1Cl)C1CCN(CC1)C1(COC1)C 6-chloro-N~2~-{5-chloro-1-[1-(3-methyloxetan-3-yl)piperidin-4-yl]-1H-pyrazol-4-yl}-N~7~-methyl-quinazoline-2,7-diamine